CNCC(=O)N1CC(C1)N1N=CC(=C1)C=1N=C(C=2N(C1)N=CC2)C=2C=NN(C2)C(CC)CC 2-(methylamino)-1-(3-(4-(4-(1-(pentan-3-yl)-1H-pyrazol-4-yl)pyrazolo[1,5-a]pyrazin-6-yl)-1H-pyrazol-1-yl)azetidin-1-yl)ethanone